C(C)(=O)N1[C@H](CN(C[C@@H]1C(F)(F)F)C(C=C)=O)C1=CC(=NC(=C1)Cl)C1=CC(=NC=N1)C(=O)NC 6-(4-((2s,6R)-1-acetyl-4-acryloyl-6-(trifluoromethyl)piperazin-2-yl)-6-chloropyridin-2-yl)-N-methylpyrimidine-4-carboxamide